COC(=O)C=1N(N=C2C1N(C=1C2=NC=C(C1)C1=C(N=NN1C)C)C(C1CCOCC1)C1=NC=CC=C1)C 6-(1,4-dimethyl-1H-1,2,3-triazol-5-yl)-2-methyl-4-(pyridin-2-yl-(tetrahydro-2H-pyran-4-yl)methyl)-2,4-dihydropyrazolo[3',4':4,5]pyrrolo[3,2-b]pyridine-3-carboxylic acid methyl ester